C(C)(C)(C)OC(NC1=NN(C(C(=C1)C(F)(F)F)=O)COCC[Si](C)(C)C)=O N-[6-oxo-5-(trifluoromethyl)-1-(2-trimethylsilylethoxymethyl)pyridazin-3-yl]carbamic acid tert-butyl ester